(R)-N-(2,4-dimethoxybenzyl)-4-(3-((2-(dimethylamino)ethyl)(methyl)amino)-3-(3-(trifluoromethyl)-phenethyl)piperidin-1-yl)-2-fluoro-N-(pyrimidin-4-yl)benzenesulfonamide COC1=C(CN(S(=O)(=O)C2=C(C=C(C=C2)N2C[C@](CCC2)(CCC2=CC(=CC=C2)C(F)(F)F)N(C)CCN(C)C)F)C2=NC=NC=C2)C=CC(=C1)OC